methylcarboxy-(8-cyclopentyl-7H-purine-6-carboxamide) COC(=O)C1=NC(=C2NC(=NC2=N1)C1CCCC1)C(=O)N